C(=O)(OC(C)(C)C)N1CCN(CC1)C(C(=O)O)C1=CC(=CC=C1)F 2-(4-Boc-piperazino)-2-(3-fluorophenyl)acetic acid